tert-butyl (1R,4R)-5-(2-((4,4-difluorocyclohexyl)amino)-6-(3,5-dimethyl-1H-pyrazol-1-yl)pyrimidin-4-yl)-2,5-diazabicyclo[2.2.1]heptane-2-carboxylate FC1(CCC(CC1)NC1=NC(=CC(=N1)N1[C@H]2CN([C@@H](C1)C2)C(=O)OC(C)(C)C)N2N=C(C=C2C)C)F